(3R)-3-(4-{4-[(3-{1-[6-(2-hydroxyphenyl)pyridazin-4-yl]-4-phenylpiperidine-4-carbonyl}-3,8-diazabicyclo[4.2.0]octan-8-yl)methyl]piperidin-1-yl}phenyl)piperidine-2,6-dione OC1=C(C=CC=C1)C1=CC(=CN=N1)N1CCC(CC1)(C(=O)N1CC2N(CC2CC1)CC1CCN(CC1)C1=CC=C(C=C1)[C@@H]1C(NC(CC1)=O)=O)C1=CC=CC=C1